5-(morpholinylmethyl)benzoate N1(CCOCC1)CC=1C=CC=C(C(=O)[O-])C1